BrC=1C=C(C(=O)NCC=2C=NC=NC2)C=CC1OC 3-bromo-4-methoxy-N-(pyrimidin-5-ylmethyl)benzamide